1-(3-(3-chloro-2-methylphenyl)-3-(quinolin-7-ylamino)pyrrolidin-1-yl)prop-2-en-1-one ClC=1C(=C(C=CC1)C1(CN(CC1)C(C=C)=O)NC1=CC=C2C=CC=NC2=C1)C